C1(=CC=CC=C1)C=1NC(=C(N1)CC1=CC=CC=C1)CO 2-phenyl-4-benzyl-5-hydroxymethyl-imidazole